F[C@H]1[C@@H](C[C@]2(CCC[C@@H]1N2)C)N(C2=CC=C(N=N2)C2=C(C=C(C=C2)N2N=C(N=N2)C)O)C 2-(6-(((1R,3R,4R,5S)-4-fluoro-1-methyl-9-azabicyclo[3.3.1]nonan-3-yl)(methyl)amino)pyridazin-3-yl)-5-(5-methyl-2H-tetrazol-2-yl)phenol